ClC=1C=CC(=C(C1)C1=NC=NC(=C1)OC)N1N=NN=C1 4-(5-chloro-2-(1H-tetrazol-1-yl)phenyl)-6-methoxypyrimidine